7,7-dimethyl-8-hydroxy-5,6,7,8-tetrahydroquinoline CC1(CCC=2C=CC=NC2C1O)C